2-(1-(2-(((9-isopropyl-2-(piperidin-4-ylamino)-9H-purin-6-yl)amino)methyl)phenyl)-1H-pyrazol-3-yl)propan-2-ol C(C)(C)N1C2=NC(=NC(=C2N=C1)NCC1=C(C=CC=C1)N1N=C(C=C1)C(C)(C)O)NC1CCNCC1